bromo-3-methyl-1H-pyrrole BrN1C=C(C=C1)C